(R)-2-{1,1-dimethyl-2-[(1s,4S)-4-(mesylamino)cyclohexyl]ethylamino}-1-(m-fluorophenyl)-1-ethanol CC(CC1CCC(CC1)NS(=O)(=O)C)(C)NC[C@H](O)C1=CC(=CC=C1)F